(4S)-N-((4-carbamimidoylthiophen-2-yl)methyl)-4-(4-fluorophenoxy)-1-((4-phenoxybenzoyl)glycyl)pyrrolidine-2-carboxamide hydrochloride Cl.C(N)(=N)C=1C=C(SC1)CNC(=O)C1N(C[C@H](C1)OC1=CC=C(C=C1)F)C(CNC(C1=CC=C(C=C1)OC1=CC=CC=C1)=O)=O